4-chloro-2-cyano-N-((1S,2R)-2-(6-fluoro-2,3-dimethylphenyl)-1-(5-oxo-4,5-dihydro-1,3,4-oxadiazol-2-yl)propyl)benzenesulfonamide ClC1=CC(=C(C=C1)S(=O)(=O)N[C@@H]([C@H](C)C1=C(C(=CC=C1F)C)C)C=1OC(NN1)=O)C#N